ClC=1C=C(C=NC1OC)C1=CC=C2C(CCOC2=C1)NC(O[C@@H]1CN2CCC1CC2)=O (S)-quinuclidin-3-yl (7-(5-chloro-6-methoxypyridin-3-yl)chroman-4-yl)carbamate